4-chloro-5-((3,3-difluoro-1-methylpiperidin-4-yl)oxy)-7-methoxyquinazoline ClC1=NC=NC2=CC(=CC(=C12)OC1C(CN(CC1)C)(F)F)OC